C(C1=CC=CC=C1)OC1=NC(=CC=C1C1=NN(C2=CC(=C(C=C12)F)N1CCC(CC1)CN1CCN(CC1)C(=O)OC(C)(C)C)C)OCC1=CC=CC=C1 tert-butyl 4-((1-(3-(2,6-bis(benzyloxy)pyridin-3-yl)-5-fluoro-1-methyl-1H-indazol-6-yl)piperidin-4-yl)methyl)piperazine-1-carboxylate